O[C@@H](C\C=C/CCC(=O)OC)[C@@H](\C=C\C=C\C#C\C=C\[C@@H](C\C=C/CC)O)O methyl (4z,7s,8r,9e,11e,15e,17r,19z)-7,8,17-trihydroxydocosa-4,9,11,15,19-pent-en-13-ynoate